C(C)(C)(C)[Si](OC(C1=CC=C(C=C1)C=C)C1=CC=CC=C1)(C)C tert-butyldimethyl(phenyl(4-vinylphenyl)methoxy)silane